tert-butyl (S)-4-(7-(6-(bis(4-methoxybenzyl)amino)-4-methyl-pyridin-2-yl)-6-chloro-2,8-difluoroquinazolin-4-yl)-2-(cyanomethyl)piperazine-1-carboxylate COC1=CC=C(CN(C2=CC(=CC(=N2)C2=C(C=C3C(=NC(=NC3=C2F)F)N2C[C@@H](N(CC2)C(=O)OC(C)(C)C)CC#N)Cl)C)CC2=CC=C(C=C2)OC)C=C1